C(C)(C)C1CC=C(C2CCC(=CC12)C)C 1,2,4a,5,6,8a-hexahydro-1-isopropyl-4,7-dimethylnaphthalene